(3-cyclopropylmethoxy-4-methoxyphenyl)-2-trimethylsiloxyacetonitrile C1(CC1)COC=1C=C(C=CC1OC)C(C#N)O[Si](C)(C)C